O=C1N2C(=NN1C1CC(C1)C=1C=C(C#N)C=CC1)CC[C@H]2C2=NC=CN=C2 (S)-3-(3-(3-oxo-5-(pyrazin-2-yl)-6,7-dihydro-3H-pyrrolo[2,1-c][1,2,4]triazol-2(5H)-yl)cyclobutyl)benzonitrile